N-Furan-2-ylmethylcarbamic acid 7-[4-(4-benzo[b]thiophen-4-ylpiperazin-1-yl)butoxy]-4,4-dimethyl-2-oxo-3,4-dihydro-2H-quinolin-1-ylmethyl ester S1C2=C(C=C1)C(=CC=C2)N2CCN(CC2)CCCCOC2=CC=C1C(CC(N(C1=C2)COC(NCC=2OC=CC2)=O)=O)(C)C